CP(O[C@]1(OC(C[C@@H]1O)O)C#C)([O-])=O ((2R,3S)-2-ethynyl-3,5-dihydroxytetrahydrofuran-2-yl) methylphosphonate